4-sulfonaphthoic acid S(=O)(=O)(O)C1=CC=C(C2=CC=CC=C12)C(=O)O